C1(CC1)N1C(=NC2=NC=C(C=C21)C=2C=CN1N=C(N=C(C12)CC)NC=1C=NN(C1)C)C 5-(1-cyclopropyl-2-methyl-1H-imidazo[4,5-b]pyridin-6-yl)-4-ethyl-N-(1-methyl-1H-pyrazol-4-yl)pyrrolo[2,1-f][1,2,4]triazin-2-amine